BrC=1C(=C(C=CC1)C=1OC2=NC=C(C=C2N1)C=O)C 2-(3-bromo-2-methylphenyl)oxazolo[5,4-b]pyridine-6-carbaldehyde